(1r,3r)-3-(3-(1,2-difluoroethyl)-4-fluorophenoxy)-N-((6-fluoroisoquinolin-5-yl)methyl)cyclobutan-1-amine F[C@@H](CF)C=1C=C(OC2CC(C2)NCC2=C3C=CN=CC3=CC=C2F)C=CC1F